4-(4-((1R,5S)-3,8-diazabicyclo[3.2.1]octan-3-yl)-8-fluoro-2-(3-(methylamino)azetidin-1-yl)quinazolin-7-yl)naphthalen-2-ol [C@H]12CN(C[C@H](CC1)N2)C2=NC(=NC1=C(C(=CC=C21)C2=CC(=CC1=CC=CC=C21)O)F)N2CC(C2)NC